(+/-)-2-(5-Methyl-5-Vinyltetrahydrofuran-2-Yl)Propionaldehyde CC(C=O)C1CCC(O1)(C)C=C